4-((tert-Butoxycarbonyl)amino)-2-vinylbenzoic acid methyl ester COC(C1=C(C=C(C=C1)NC(=O)OC(C)(C)C)C=C)=O